2-(2-amino-6-(cyclopropylamino)-9H-purin-9-yl)-N-(1-phenyl-3-methyl-1H-pyrazol-5-yl)acetamide NC1=NC(=C2N=CN(C2=N1)CC(=O)NC1=CC(=NN1C1=CC=CC=C1)C)NC1CC1